C(C)(C)N1C=NC=2C(=CC=3C=NC(=NC3C21)SC)C 1-isopropyl-4-methyl-8-(methylthio)-1H-imidazo[4,5-H]Quinazoline